ClC=1C=C(C=CC1)C(C(OC(=O)N[C@H](C(=O)OC)CCCC)C1=CC=CC=C1)(F)F Methyl (2S)-2-(((2-(3-chlorophenyl)-2,2-difluoro-1-phenylethoxy)carbonyl)amino)hexanoate